(S)-3-ethynyl-3-hydroxy-1-methylpiperidin-2-one C(#C)[C@@]1(C(N(CCC1)C)=O)O